(R)-1,1'-binaphthol C=1(C(=CC=C2C=CC=CC12)O)C1=CC=CC2=CC=CC=C12